2,4,6-tri(2',4-dihydroxyphenyl)-1,3,5-triazine OC1=C(C=CC(=C1)O)C1=NC(=NC(=N1)C1=C(C=C(C=C1)O)O)C1=C(C=C(C=C1)O)O